C(C1=CC=CC=C1)ON1C(N(C2=CC(=CC=C2C1)C(=O)NCC1=C(C=C(C=C1F)F)F)CC1=C(C=CC=C1F)Cl)=O 3-(benzyloxy)-1-(2-chloro-6-fluorobenzyl)-2-oxo-N-(2,4,6-trifluorobenzyl)-1,2,3,4-tetrahydroquinazoline-7-carboxamide